COC1=CC=C(CC(NC)C)C=C1 4-methoxy-N-methylamphetamine